C(C)(C)(C)OC([C@@H](NCC(=O)Cl)C(C)C)=O (2-chloro-2-oxoethyl)-L-valine tert-butyl ester